BrC=1C=NN2C1C=1N(C=3C=CC(=CC3C1C#N)C1(CC1)C)CCCC2 1-bromo-12-(1-methylcyclopropyl)-5,6,7,8-tetrahydropyrazolo[5',1':3,4][1,4]diazocino[1,2-a]indole-14-carbonitrile